C(C)C1=NC=NN1C1=CC=CC=C1 5-ethyl-1-phenyl-1H-1,2,4-triazol